N-(4-Amino-1H-pyrazolo[4,3-c]pyridin-7-yl)-2-oxo-2-[rac-(2R,5S)-2-(4-hydroxyphenyl)-5-methyl-1-piperidyl]acetamide NC1=NC=C(C2=C1C=NN2)NC(C(N2[C@H](CC[C@@H](C2)C)C2=CC=C(C=C2)O)=O)=O |r|